C(C1=CC=CC=C1)O[C@](C(=O)NNC(=O)C1=NC(=C(C=C1NC(OC(C)(C)C)=O)C(F)(F)F)Br)(CCCCC1OCCO1)C(F)(F)F tert-butyl N-[2-[[[(2S)-2-benzyloxy-6-(1,3-dioxolan-2-yl)-2-(trifluoromethyl)hexanoyl]amino]carbamoyl]-6-bromo-5-(trifluoromethyl)-3-pyridyl]carbamate